CN1N=NC2=C1C=CC(=C2C)[C@@H](CC(=O)O)C=2C=C(C1=C(C=CS1)C2)CN2CC1=C(C[C@@H](C2)CC)C=CC=N1 (3S)-3-(1,4-Dimethyl-1H-benzotriazol-5-yl)-3-(7-{[(6S)-6-ethyl-5,6,7,9-tetrahydro-8H-pyrido[2,3-c]azepin-8-yl]methyl}-1-benzothiophen-5-yl)propanoic acid